3-[2-(1,3-Benzothiazol-2-yl)-2-{2',4'-dichloro-[1,1'-biphenyl]-3-sulfonamido}ethyl]benzene-1-carboximidamide S1C(=NC2=C1C=CC=C2)C(CC=2C=C(C=CC2)C(N)=N)NS(=O)(=O)C=2C=C(C=CC2)C2=C(C=C(C=C2)Cl)Cl